NC1=C2N=CN(C2=NC(=N1)F)[C@H]1C[C@@H]([C@@](O1)(C#C)CO[P@](=O)(OC1=CC=CC=C1)N[C@@H](CC1=CC=CC=C1)C(=O)OCCCCCCCCCCCCCCCC)O Hexadecyl ((S)-(((2R,3S,5R)-5-(6-amino-2-fluoro-9H-purin-9-yl)-2-ethynyl-3-hydroxytetrahydrofuran-2-yl) methoxy)(phenoxy)phosphoryl)-L-phenylalaninate